C(=O)O.BrC1=CN=CC=2N=C(N=C(C21)N2CCC1(CCNC1)CC2)C2=CC=NC=C2 5-bromo-2-(pyridin-4-yl)-4-(2,8-diazaspiro[4.5]decan-8-yl)pyrido[3,4-d]pyrimidine formate salt